[B-]1(N2C(=CC=C2CCC(=O)O)C=C3[N+]1=C(C=C3C)C)(F)F 4,4-Difluoro-5,7-dimethyl-4-bora-3a,4a-diaza-s-indacene-3-propionic acid